BrC1=CC=CC(=N1)O[C@@H]1CN(CCC1)C(=O)OC(C)(C)C tert-butyl (3S)-3-[(6-bromopyridin-2-yl)oxy]piperidine-1-carboxylate